Methyl 2-[3-(2,2,2-trifluoroethoxy) propyl]-5-({[6-(trifluoromethyl)pyridin-2-yl]carbonyl}amino)-2H-indazole-6-carboxylate FC(COCCCN1N=C2C=C(C(=CC2=C1)NC(=O)C1=NC(=CC=C1)C(F)(F)F)C(=O)OC)(F)F